CC(CCCCCC)(S)C 1,1-dimethylheptanthiol